(S)-N-(5-(3-(thiazol-2-yl)azetidine-1-carbonyl)thiophen-2-yl)pyrrolidine-2-carboxamide Benzyl-(3S)-4-[benzyl-(2-ethoxy-2-oxo-ethyl)amino]-3-(tert-butoxycarbonylamino)-4-oxo-butanoate C(C1=CC=CC=C1)OC(C[C@@H](C(=O)N(CC(=O)OCC)CC1=CC=CC=C1)NC(=O)OC(C)(C)C)=O.S1C(=NC=C1)C1CN(C1)C(=O)C1=CC=C(S1)NC(=O)[C@H]1NCCC1